(S)-2-(N-[4-Amino-5-(6-methoxypyridin-3-carbonyl)thiazol-2-yl]-4-chloro-3-fluoroanilino)propanamid NC=1N=C(SC1C(=O)C=1C=NC(=CC1)OC)N(C1=CC(=C(C=C1)Cl)F)[C@H](C(=O)N)C